OC([C@@H](C)NC(=O)C=1C(N(N=C(C1)C1=CC=C(C=C1)OC(F)(F)F)C=1C=NSC1)=O)(C)C N-[(2R)-3-Hydroxy-3-methylbutan-2-yl]-3-oxo-2-(1,2-thiazol-4-yl)-6-[4-(trifluoromethoxy)-phenyl]-2,3-dihydropyridazine-4-carboxamide